propylene glycol di-caproate C(CCCCC)(=O)OCC(C)OC(CCCCC)=O